C(C(C)C)NC=1N=CC2=C(N1)NC=C2C2=CC=1N(C=C2)N=CC1C=1C=NN(C1)C N-isobutyl-5-(3-(1-methyl-1H-pyrazol-4-yl)pyrazolo[1,5-a]pyridin-5-yl)-7H-pyrrolo[2,3-d]pyrimidin-2-amine